7-chloro-N-((2R)-1-oxo-1-(((2S)-1-oxo-3-(2-oxopyrrolidin-3-yl)propan-2-yl)amino)-3-(trimethylsilyl)propan-2-yl)-1H-indole-2-carboxamide ClC=1C=CC=C2C=C(NC12)C(=O)N[C@H](C(N[C@H](C=O)CC1C(NCC1)=O)=O)C[Si](C)(C)C